C[C@@H]([C@H](C(=O)O)N)SC[C@@H](C(=O)O)N β-methyllanthionine